diamino-4,4'-azofurazan oxide NC1=NON=C1N=NC=1C(=[N+](ON1)[O-])N